(S)-1-(4-cyanopyridin-2-yl)-N-((R)-1-(cyclopropylmethylcarbamoyl)-2,3-dihydro-1H-inden-1-yl)-N-(3-fluorophenyl)-5-oxopyrrolidine-2-carboxamide C(#N)C1=CC(=NC=C1)N1[C@@H](CCC1=O)C(=O)N(C1=CC(=CC=C1)F)[C@@]1(CCC2=CC=CC=C12)C(NCC1CC1)=O